C(=O)C1=CC=C(C=C1)C=1C2=CC=C(N2)C(=C2C=CC(C(=C3C=CC(=C(C=4C=CC1N4)C4=CC=C(C=C4)C=O)N3)C3=CC=C(C=C3)C=O)=N2)C2=CC=C(C=C2)C=O 5,10,15,20-tetra(4-formylphenyl)porphyrin